C(C)OC(CC1=CC(=CC=C1)CSC=1NC(C(=C(N1)C=1SC=CC1)C#N)=O)=O [3-(5-Cyano-6-oxo-4-thiophen-2-yl-1,6-dihydro-pyrimidin-2-ylsulfanylmethyl)-phenyl]-acetic acid ethyl ester